N-(cis-2-(3-iodobenzyl)piperidin-3-yl)methanesulfonamide hydrochloride Cl.IC=1C=C(C[C@@H]2NCCC[C@@H]2NS(=O)(=O)C)C=CC1